Methyl (3S)-3-(3-(difluoromethoxy)-5-(1H-pyrazol-1-yl)phenyl)-3-(2-(4-((5-fluoro-1,4,5,6-tetrahydropyrimidin-2-yl)amino)-1H-indazole-6-carboxamido)acetamido)propanoate Trifluoroacetate FC(C(=O)O)(F)F.FC(OC=1C=C(C=C(C1)N1N=CC=C1)[C@H](CC(=O)OC)NC(CNC(=O)C1=CC(=C2C=NNC2=C1)NC=1NCC(CN1)F)=O)F